O=C1NC(CCC1N1C(C2=CC=C(C=C2C1=O)N1CC2(CCC1)CCN(CC2)C2CCN(CC2)C2CCN(CC2)C(=O)[O-])=O)=O 4-(2-(2-(2,6-dioxopiperidin-3-yl)-1,3-dioxoisoindolin-5-yl)-2,9-diAzaspiro[5.5]undecan-9-yl)-[1,4'-bipiperidine]-1'-carboxylate